3-(3-bromo-2-chlorophenoxy)-N,N-diphenylnaphthalen-1-amine BrC=1C(=C(OC=2C=C(C3=CC=CC=C3C2)N(C2=CC=CC=C2)C2=CC=CC=C2)C=CC1)Cl